C1CCN(CC1)C(=O)[C@H](CCN)N L-2,4-diaminobutyrylpiperidinamide